N-(2-Amino-4-((4-(trifluoromethyl)benzyl)amino)phenyl)-6,7-difluoroheptanamid NC1=C(C=CC(=C1)NCC1=CC=C(C=C1)C(F)(F)F)NC(CCCCC(CF)F)=O